OC(CC(=O)N1CCC(=CC1)C1=CC=C(C=C1)[N+](=O)[O-])(C)C 3-hydroxy-3-methyl-1-(4-(4-nitrophenyl)-3,6-dihydropyridin-1(2H)-yl)butan-1-one